1-tert-butyl-3-[5-(2,2-difluorocyclopropyl)isoxazol-3-yl]pyrazolo[3,4-d]pyrimidin-4-amine C(C)(C)(C)N1N=C(C=2C1=NC=NC2N)C2=NOC(=C2)C2C(C2)(F)F